(3R)-1-[5-(4-Hexylphenyl)pentanoyl]pyrrolidin-3-yl dihydrogen phosphate ammonium salt [NH4+].P(=O)(O[C@H]1CN(CC1)C(CCCCC1=CC=C(C=C1)CCCCCC)=O)(O)O